CNC(=O)N1CC2(C1)N(C(CN(C2=O)C2=CC=C(C=C2)C)=O)CC2=CC=C(C=C2)C(F)(F)F N-methyl-6,9-dioxo-8-(p-tolyl)-5-(4-(trifluoromethyl)benzyl)-2,5,8-triazaspiro[3.5]-nonane-2-carboxamide